C1(CCCCC1)P(C=1[CH-]C=CC1)C1CCCCC1.[CH-]1C=CC=C1.[Fe+2] (S)-2-(dicyclohexylphosphino)ferrocene